butyl-1-(5-methoxy-6-phenylpyridin-2-yl)hydrazine C(CCC)N(N)C1=NC(=C(C=C1)OC)C1=CC=CC=C1